CC=1C=C(C(=NC1)C=1NC(C(N1)(C(C)C)C)=O)C(=O)O 5-methyl-2-[4-methyl-5-oxo-4-(propan-2-yl)-4,5-dihydro-1H-imidazol-2-yl]pyridine-3-carboxylic acid